ethyl (8-carbamoyl-5-(2-chlorophenyl)-2,3,4,9-tetrahydro-1H-carbazole-3-yl)(1-methylpiperidin-4-yl)carbamate C(N)(=O)C=1C=CC(=C2C=3CC(CCC3NC12)N(C(OCC)=O)C1CCN(CC1)C)C1=C(C=CC=C1)Cl